[Na].FC(C(C(C(C(C(F)(F)F)(F)F)(F)F)(F)F)(F)F)(F)F perfluorohexane sodium